1-(1-(2-fluoroacryloyl)azetidin-3-yl)-3-(4-(trifluoromethyl)phenyl)-1,3-dihydro-2H-imidazo[4,5-b]pyrazin-2-one FC(C(=O)N1CC(C1)N1C(N(C=2C1=NC=CN2)C2=CC=C(C=C2)C(F)(F)F)=O)=C